Cl.NC=1C=2N(C3=CC(=C(C=C3N1)F)C(=O)O)C=NC2 4-amino-7-fluoroimidazo[1,5-a]quinoxaline-8-carboxylic acid hydrochloride